tert-butyl (5-bromo-3-(3-(4-cyanophenyl)isoxazol-5-yl)pyrazin-2-yl)(tert-butoxycarbonyl)carbamate BrC=1N=C(C(=NC1)N(C(OC(C)(C)C)=O)C(=O)OC(C)(C)C)C1=CC(=NO1)C1=CC=C(C=C1)C#N